2-((trimethylsilyl)oxy)ethan-amine C[Si](OCCN)(C)C